N-(prop-2-en-1-yl)-N-[1-(prop-2-en-1-yl)indazol-7-yl]-1-[4-(trifluoromethyl)pyridin-2-yl]pyrazole-4-sulfonamide C(C=C)N(S(=O)(=O)C=1C=NN(C1)C1=NC=CC(=C1)C(F)(F)F)C=1C=CC=C2C=NN(C12)CC=C